(6-(2-chloro-5-fluorophenyl)-3-(3,3-difluoropropyl)-6-hydroxy-2-methyl-8-oxo-2,6,7,8-tetrahydropyrrolo[3,4-g]indazol-5-yl)-3-fluoro-5-(trifluoromethyl)benzamide ClC1=C(C=C(C=C1)F)C1(NC(C2=C1C(=CC1=C(N(N=C21)C)CCC(F)F)C2=C(C(=O)N)C=C(C=C2F)C(F)(F)F)=O)O